C(C1=CC=CC=C1)OC(CC=C)(C(F)(F)F)C=1OC(=NN1)C1=NC(=C(C=C1Br)C(F)(F)F)OCCCC=C 2-[1-benzyloxy-1-(trifluoromethyl)but-3-enyl]-5-[3-bromo-6-pent-4-enoxy-5-(trifluoromethyl)-2-pyridyl]-1,3,4-oxadiazole